(S)-3-(2-(1H-pyrazol-4-yl)morpholino)-1-(4-chloro-2-fluorophenyl)-8,9-dihydropyrido[3,4-d]pyrrolo[1,2-a]pyrimidin-5(7H)-one N1N=CC(=C1)[C@@H]1OCCN(C1)C1=CC2=C(N=C3N(C2=O)CCC3)C(=N1)C1=C(C=C(C=C1)Cl)F